CC1(CCC=2C(\C(\C3=CC=CC=C3C2C1)=N/[C@H](CC1=CC=CC=C1)C(=O)O)=O)C N-[(9Z)-3,3-dimethyl-10-oxo-1,2,3,4,9,10-hexahydrophenanthren-9-ylidene]-D-phenylalanine